(4R,5R)-1-(7,8-dihydrofuro[3,2-e][1,3]benzothiazol-2-yl)-4-methyl-5-[(morpholin-4-yl)methyl]imidazolidin-2-one N1=C(SC2=C1C1=C(C=C2)OCC1)N1C(N[C@@H]([C@H]1CN1CCOCC1)C)=O